Cl.C(=O)(O)CCP(CCC(=O)O)CCC(=O)O tris-(2-carboxyethyl)-phosphine hydrochloride